CC=1SC(C(N1)C)C 2,4,5-trimethyl-4,5-dihydrothiazole